methyl 4-[6-bromo-5-(3-chloro-2-thienyl)-2H-thiazolo[4,5-b]pyridin-3-yl]-4-oxo-butyrate BrC=1C=C2C(=NC1C=1SC=CC1Cl)N(CS2)C(CCC(=O)OC)=O